ClC1=C(C=CC=C1N1ONC2=NC(=CN=C2O1)Cl)NC(C1=CC=CC=C1)=O N-(2-chloro-3-(7-chloro-2,4-dioxa-1,2-dihydropteridine-3(4H)-yl)phenyl)benzamide